FC1=CC(=CC=2N(C=NC21)C(C)C)C2=CC(=NC=C2C)NC(=O)[C@@H]2C[C@@H](CCC2)NC(=O)NC (1S,3R)-N-(4-(4-fluoro-1-isopropyl-1H-benzo[d]imidazol-6-yl)-5-methylpyridin-2-yl)-3-(3-methylureido)cyclohexane-1-carboxamide